FC=1C=C2C(=CNC2=CC1)CCNC(=O)C1=NOC(=C1)CC1=CC(=CC=C1)F N-[2-(5-fluoro-1H-indol-3-yl)ethyl]-5-[(3-fluorophenyl)methyl]isoxazole-3-carboxamide